3-nitrobenzene-1-sulfonamide [N+](=O)([O-])C=1C=C(C=CC1)S(=O)(=O)N